S1C=C(C2=C1C=CC=C2)C[C@H](N)C(=O)O β-(3-benzothienyl)alanine